C(CCCCCCC)N Octanamine